[Br-].C(=O)(O)CC[P+](C1=CC=CC=C1)(C1=CC=CC=C1)C1=CC=CC=C1 (2-carboxyeth-1-yl)triphenylphosphonium bromide